tert-butyl 4-(5-(6-(4-(4-(tert-butoxycarbonyl)piperazin-1-yl)phenyl)furo[3,2-b]pyridin-3-yl)pyridin-2-yl)piperazine-1-carboxylate C(C)(C)(C)OC(=O)N1CCN(CC1)C1=CC=C(C=C1)C=1C=C2C(=NC1)C(=CO2)C=2C=CC(=NC2)N2CCN(CC2)C(=O)OC(C)(C)C